2,3-dimethoxyoctadecanoic acid COC(C(=O)O)C(CCCCCCCCCCCCCCC)OC